ClC1=C(CN(C2CC3C(CN(C3)C(=O)N3N=CC=C3)C2)C)C=CC=C1 1-(trans-5-((2-chlorobenzyl)(methyl)amino)octa-hydrocyclopenta[c]pyrrole-2-carbonyl)-1H-pyrazole